N-(4-aminopyridin-2-yl)-N-(3-chloro-5-fluorophenyl)acetamide NC1=CC(=NC=C1)N(C(C)=O)C1=CC(=CC(=C1)F)Cl